FC=1C=C(C=C(C1)F)[C@@H]1CC[C@H]2OC3(C(N21)=O)CCN(CC3)C(=O)C3=NOC(=N3)C (5'S,7a'R)-5'-(3,5-difluorophenyl)-1-(5-methyl-1,2,4-oxadi-azole-3-carbonyl)-tetrahydro-3'H-spiro-[piperidine-4,2'-pyrrolo[2,1-b][1,3]-oxazol]-3'-one